N1(CCCCC1)C1CCN(CC1)C=1C(=NC2=CC(=CC(=C2N1)[C@@H](C)NC1=C(C(=O)O)C=CC=C1)C)C#N (R)-2-((1-(3-([1,4'-bipiperidin]-1'-yl)-2-cyano-7-methylquinoxalin-5-yl)ethyl)amino)benzoic acid